3,4-dichloro-N-(4-(hydrazinecarbonyl)-2-morpholinophenyl)-5-methyl-1H-pyrrole-2-carboxamide ClC1=C(NC(=C1Cl)C)C(=O)NC1=C(C=C(C=C1)C(=O)NN)N1CCOCC1